ClC1=CC=C2C=3C(=CC(=CC3C(C2=C1)(C)C)F)F 7-chloro-2,4-difluoro-9,9-dimethyl-9H-fluorene